N-[(2E,4S)-2,5-Dimethyl-4-(methyl-{3-methyl-N-[(2R)-1-(propan-2-yl)piperidine-2-carbonyl]-L-valyl}amino)hex-2-enoyl]-D-glutamic acid sodium tert-butyl-persulfate C(C)(C)(C)OS(=O)(=O)OOS(=O)(=O)[O-].[Na+].C/C(/C(=O)N[C@H](CCC(=O)O)C(=O)O)=C\[C@H](C(C)C)N(C([C@@H](NC(=O)[C@@H]1N(CCCC1)C(C)C)C(C)(C)C)=O)C